[(1R,4r,7S)-2,6-diaza-bicyclo[5.1.0]octan-4-yl]methanethiol [C@@H]12NCC(CN[C@H]2C1)CS